N1N=NC2=C1C=CC=C2C=2C(=C(C=CC2)O)CCCC Benzotriazolyl-Butylphenol